N-((1H-pyrrolo[3,2-c]pyridine-2-yl)methyl)-2-(5-((3-(4-bromophenyl)propyl)amino)-6-oxo-2-phenylpyrimidin-1(6H)-yl)acetamide N1C(=CC=2C=NC=CC21)CNC(CN2C(=NC=C(C2=O)NCCCC2=CC=C(C=C2)Br)C2=CC=CC=C2)=O